2-dodecyl-1-hexadecanol C(CCCCCCCCCCC)C(CO)CCCCCCCCCCCCCC